FS(CC(OCCC#N)(C1=CC=CC=C1)C1=CC=CC=C1)(F)(F)(F)F 3-(2-(Pentafluoro-λ6-sulfanyl)-1,1-diphenylethoxy)-propionitrile